ClC=1C(=C(NC1)C(=O)OCC)C ethyl 4-chloro-3-methyl-1H-pyrrole-2-carboxylate